2,2-difluoro-N-[rac-(2R,S)-1-[1-(4-fluorophenyl)imidazo[1,5-a]pyridin-6-yl]-5-oxo-2-phenylpyrrolidin-3-yl]propanamide FC(C(=O)N[C@@H]1[C@H](N(C(C1)=O)C=1C=CC=2N(C1)C=NC2C2=CC=C(C=C2)F)C2=CC=CC=C2)(C)F |r|